(1-methyltetrahydro-1H-furo[3,4-b]pyrrol-3a(4H)-yl)methanol CN1C2C(CC1)(COC2)CO